trans-4-((2-bromo-5-fluorobenzo[d]thiazol-6-yl)oxy)tetrahydrofuran-3-ol BrC=1SC2=C(N1)C=C(C(=C2)O[C@H]2[C@@H](COC2)O)F